1-Cyclopropyl-N-[6-cyclopropyl-4-[4-fluoro-2-[5-(fluoromethyl)triazol-1-yl]phenyl]pyridin-2-yl]-5-[(2-methoxyethylamino)methyl]-2-oxopyridine-3-carboxamide C1(CC1)N1C(C(=CC(=C1)CNCCOC)C(=O)NC1=NC(=CC(=C1)C1=C(C=C(C=C1)F)N1N=NC=C1CF)C1CC1)=O